BrCCCCCCBr 1,6-diBromohexane